2-(4-(cyclopropylmethyl)-4H-pyrrolo[2,3-d]thiazol-5-yl)-7-methoxy-1-methyl-1H-benzo[d]imidazol-5-ylmethanone hydrochloride Cl.C1(CC1)CN1C(=CC2=C1N=CS2)C2=NC1=C(N2C)C(=CC(=C1)C=O)OC